FC1=CC(=C(C=C1)[C@@H]([C@H]1CN2C(C=3N1N=CC(C3O)=O)=NC=C2)C2=CC=C(C=C2)F)C (S)-6-((S)-(4-fluoro-2-methylphenyl)(4-fluorophenyl)methyl)-11-hydroxy-5,6-dihydro-10H-imidazo[2',1':3,4]pyrazino[1,2-b]pyridazin-10-one